COC1=C(C=CC=C1)NC(=O)NC1=CC2=C(N=C(O2)C2=CC=CC=C2)C=C1 1-(2-methoxyphenyl)-3-(2-phenylbenzo[d]oxazol-6-yl)urea